8-bromo-5-chloroimidazo[1,2-a]pyridine BrC=1C=2N(C(=CC1)Cl)C=CN2